4-[[(2R,6S)-4-[4-[5-(tert-butoxycarbonylamino)-1H-indazol-3-yl]-2-pyridinyl]-2,6-dimethyl-piperazin-1-yl]methyl]piperidine-1-carboxylic acid benzyl ester C(C1=CC=CC=C1)OC(=O)N1CCC(CC1)CN1[C@@H](CN(C[C@@H]1C)C1=NC=CC(=C1)C1=NNC2=CC=C(C=C12)NC(=O)OC(C)(C)C)C